N-(4-(((R)-1-hydroxy-4-methylpent-2-yl)amino)-6-(2-(4-(piperazin-1-yl)phenyl)propyl)-1,3,5-triazin-2-yl)methanesulfonamide Methyl-6-chloro-5-cyclopropyl-3-fluoro-pyrazine-2-carboxylate COC(=O)C1=NC(=C(N=C1F)C1CC1)Cl.OC[C@@H](CC(C)C)NC1=NC(=NC(=N1)CC(C)C1=CC=C(C=C1)N1CCNCC1)NS(=O)(=O)C